C(C)C=1N(C=2CCCC(C2C1)=O)CC1CCC(CC1)NC(CCCC(=O)NC1=CC=C(C=C1)N[C@@H]1C[C@@H](N(C2=CC=CC=C12)C(CC)=O)C)=O N1-((1r,4r)-4-((2-Ethyl-4-oxo-4,5,6,7-tetrahydro-1H-indol-1-yl)methyl)cyclohexyl)-N5-(4-(((2S,4R)-2-methyl-1-propionyl-1,2,3,4-tetrahydroquinolin-4-yl)amino)phenyl)glutaramide